OC(CCOS(=O)(=O)C1=CC=C(C=C1)C)(C)C 4-Methylbenzenesulfonic acid (3-hydroxy-3-methyl-butyl) ester